5-[(4R,8R,9aS)-4-methyl-8-(6-piperazin-1-yl-3-pyridinyl)-1,3,4,6,7,8,9,9a-octahydropyrido[1,2-a]pyrazin-2-yl]quinoline-8-carbonitrile C[C@@H]1CN(C[C@H]2N1CC[C@H](C2)C=2C=NC(=CC2)N2CCNCC2)C2=C1C=CC=NC1=C(C=C2)C#N